DL-1,2-isopropylideneGlycerol CC1(OCC(O1)CO)C